F[P-](F)(F)(F)(F)F.CON1C(N(C=C1)OC)C 1,3-dimethoxy-2-methylimidazole hexafluorophosphate